calcium hydrogen chloride Cl.[Ca]